[C@H](C)(CC)[C@@H]1N(CC2=C(NC1=O)C=CC=C2Cl)C(=O)N2CC(C2)O (S)-3-((S)-sec-butyl)-6-chloro-4-(3-hydroxyazetidine-1-carbonyl)-1,3,4,5-tetrahydro-2H-benzo[e][1,4]diazepin-2-one